N-(4-(2,4-dimethyloxazol-5-yl)-2-ethoxyphenyl)-6-methyl-8-(1-oxa-6-azaspiro[3.3]heptan-6-yl)pyrido[3,4-d]pyrimidin-2-amine CC=1OC(=C(N1)C)C1=CC(=C(C=C1)NC=1N=CC2=C(N1)C(=NC(=C2)C)N2CC1(CCO1)C2)OCC